BrC1=C2C(CCNC2=CC=C1)=O 5-bromo-2,3-dihydroquinolin-4(1H)-one